methyl-isocoumarin CC=1OC(=O)C2=CC=CC=C2C1